CC=1NC=C(N1)CCN (-)-2-methyl-1H-imidazole-4-ethylamine